CC(C)OCCCC=O 4-(PROPAN-2-YLOXY)BUTANAL